O1N=NCC1 4,5-dihydro-1,2,3-oxadiazole